(5-(5-(2,3-dihydro-1H-inden-4-yl)-6-methoxy-1H-pyrazolo[4,3-b]pyridin-3-yl)pyridin-2-yl)piperidine-4-carbonitrile C1CCC2=C(C=CC=C12)C1=C(C=C2C(=N1)C(=NN2)C=2C=CC(=NC2)N2CCC(CC2)C#N)OC